O1COC2=C1C=CC(=C2)N2N=C(C=C2)Br 1-(benzo[d][1,3]dioxol-5-yl)-3-bromo-1H-pyrazole